N[C@H]1CN(CCC1)C1=NC2=C(N1CC1=C(C=C(C#N)C=C1)OC)C=CC=C2 (R)-4-((2-(3-aminopiperidin-1-yl)-1H-benzo[d]imidazol-1-yl)methyl)-3-methoxybenzonitrile